1-(4-methoxyphenyl)-7-oxo-6-[4-(2-oxopiperidin-1-yl)phenyl]-4,5-dihydropyrazolo[3,4-c]pyridine COC1=CC=C(C=C1)N1N=CC2=C1C(N(CC2)C2=CC=C(C=C2)N2C(CCCC2)=O)=O